N1(CCCC1)C1=CC=C(C=C1)C1N(CCC1)C(=O)OC(C)(C)C tert-butyl 2-(4-(pyrrolidin-1-yl)phenyl)pyrrolidine-1-carboxylate